N[C@@H](CO)C1=CC=CC=C1 (R)-2-amino-2-phenylethan-1-ol